7-chloro-N-methyl-N-(2,2,6,6-tetramethylpiperidin-4-yl)-1H-indole-2-carboxamide ClC=1C=CC=C2C=C(NC12)C(=O)N(C1CC(NC(C1)(C)C)(C)C)C